ClC1=C(C=CC=C1)[C@H](CO)O (R)-1-(2-chlorophenyl)ethane-1,2-diol